C1(CC1)COC1CN(C1)C1=CC(N(N=C1)CC=1C(=NOC1C)C1=NOC(=C1)C)=O 5-(3-(Cyclopropylmethoxy)azetidin-1-yl)-2-((5,5'-dimethyl-[3,3'-biisoxazol]-4-yl)methyl)pyridazin-3(2H)-one